N-(6-amino-5-(4,4,5,5-tetramethyl-1,3,2-dioxaborolan-2-yl)pyridin-2-yl)pivaloamide NC1=C(C=CC(=N1)NC(C(C)(C)C)=O)B1OC(C(O1)(C)C)(C)C